Monohydrogen orthophosphate P(=O)(O)([O-])[O-]